CC1=NN2C(=NC(=CC2=N1)NC(=O)C1COC1)C=1OC(=CC1)C N-[2-methyl-5-(5-methylfuran-2-yl)-[1,2,4]triazolo[1,5-c]pyrimidin-7-yl]oxetane-3-carboxamide